C(=O)O.N12C[C@H](C(CC1)CC2)NC(=O)C=2C1=C(N3CCCC23)C=CC(=C1)O N-[(3S)-1-azabicyclo[2.2.2]octan-3-yl]-7-hydroxy-1H,2H,3H-benzo[b]pyrrolizine-9-carboxamide formate